C=CC(CCCC(C)=C)=C cis-alpha-myrcene